N1CCC(CCC1)OC=1C=2N(C=C(N1)C=1C=NN(C1)C)N=CN2 8-(azepan-4-yloxy)-6-(1-methyl-1H-pyrazol-4-yl)-[1,2,4]triazolo[1,5-a]pyrazine